ethyl (R)-2-(6-(3-((tert-butoxycarbonyl)(cyclobutylmethyl)amino)piperidin-1-yl)pyridazin-3-yl)acetate C(C)(C)(C)OC(=O)N([C@H]1CN(CCC1)C1=CC=C(N=N1)CC(=O)OCC)CC1CCC1